17-bromo-4,6,8,10,12,14-hexamethylheptadecylmethoxymethyl ether BrCCCC(CC(CC(CC(CC(CC(CCCC(OC)OC(CCCC(CC(CC(CC(CC(CC(CCCBr)C)C)C)C)C)C)OC)C)C)C)C)C)C